FC1=C(C(=C(C#N)C=C1)N1CCC(CC1)C1=NN=CN1C)C=1C=NC(=C(C1)C)F 4-fluoro-3-(6-fluoro-5-methylpyridin-3-yl)-2-(4-(4-methyl-4H-1,2,4-triazol-3-yl)piperidin-1-yl)benzonitrile